bis-trimethylsilyl-methane 2-[[3,5-Bis(1,1-dimethylethyl)-4-hydroxyphenyl]methyl]-2-butylmalonate CC(C)(C)C=1C=C(C=C(C1O)C(C)(C)C)CC(C(=O)O)(C(=O)O)CCCC.C[Si](C)(C)C[Si](C)(C)C